C(#N)C(C(=O)[O-])=C ALPHA-CYANoACRYLAT